FC=1C=C(C=NC1C)C1=NOC(=C1CN1N=CC(=CC1=O)C1=CC(=NC=C1)OC)C 2-((3-(5-fluoro-6-methylpyridin-3-yl)-5-methylisoxazol-4-yl)methyl)-5-(2-methoxypyridin-4-yl)pyridazin-3(2H)-one